C(C)(C)(C)[Si](C1=CC=CC=C1)(C1=CC=CC=C1)OCCCC12CC3(CC(CC(C1)(C3)CN3N=CC(=C3C)B3OC(C(O3)(C)C)(C)C)(C2)C)C tert-butyl-[3-[3,5-dimethyl-7-[[5-methyl-4-(4,4,5,5-tetramethyl-1,3,2-dioxaborolan-2-yl)pyrazol-1-yl]methyl]-1-adamantyl]propoxy]-diphenyl-silane